(1S,3S)-3-((2-chloro-4-cyanopyrimidin-5-yl)oxy)cyclohexanecarboxylic acid methyl ester COC(=O)[C@@H]1C[C@H](CCC1)OC=1C(=NC(=NC1)Cl)C#N